3-(4-{4-[4-(4-fluoro-phenyl)-piperazin-1-ylmethyl]-benzyloxy}-1-oxo-1,3-dihydro-isoindol-2-yl)-piperidine-2,6-dione, Dihydrochloride Cl.Cl.FC1=CC=C(C=C1)N1CCN(CC1)CC1=CC=C(COC2=C3CN(C(C3=CC=C2)=O)C2C(NC(CC2)=O)=O)C=C1